ethyl-(N-(2-(4-(4-((tert-butoxycarbonyl)amino)benzoyl)piperazin-1-yl)phenyl)-N-phenethylsulfamoyl)-3-methylbenzofuran-2-carboxylate C(C)C=1C=CC2=C(C(=C(O2)C(=O)[O-])C)C1S(N(CCC1=CC=CC=C1)C1=C(C=CC=C1)N1CCN(CC1)C(C1=CC=C(C=C1)NC(=O)OC(C)(C)C)=O)(=O)=O